ClC=1C=C(C=C(C1)Cl)C1(CC(=NO1)C1=CC(=C(C(=O)NN)C=C1)C)C(F)(F)F 4-(5-(3,5-dichlorophenyl)-5-(trifluoromethyl)-4,5-dihydroisoxazol-3-yl)-2-methylbenzohydrazide